anthracene-1-yl-boric acid C1(=CC=CC2=CC3=CC=CC=C3C=C12)OB(O)O